ClC1=CC=C(C=C1)CC=O 4-chlorophenylacetaldehyde